C(\C=C/C(=O)O)(=O)O.NC1=C2C(=NC=N1)N(N=C2C=2C=NC=C(C2)O)[C@@H](C)C=2OC(C1=CC=CC=C1C2C2=CC(=CC=C2)CN(C)C)=O (S)-3-(1-(4-Amino-3-(5-hydroxypyridin-3-yl)-1H-pyrazolo[3,4-d]pyrimidin-1-yl)ethyl)-4-(3-((dimethylamino)methyl)phenyl)-1H-isochromen-1-on Maleat